C1N(CCC2=CC=CC=C12)CC(CNC(C1=CC(=CC=C1)NC1CCOCC1)=O)O N-(3-(3,4-dihydroisoquinolin-2(1H)-yl)-2-hydroxypropyl)-3-((tetrahydro-2H-pyran-4-yl)amino)benzamide